NN1CCC(CC1)CCN1CCN(CC1)C1=CC=C(C=C1)C1C(NC(CC1)=O)=O 3-(4-(4-(2-(1-aminopiperidin-4-yl)ethyl)piperazin-1-yl)phenyl)piperidine-2,6-dione